OC1(CCC1)C=1C=NC(=NC1)N1CCN(CC1)C(CCOC[C@H](C)NC1=C(C(NN=C1)=O)C(F)(F)F)=O (S)-5-((1-(3-(4-(5-(1-hydroxycyclobutyl)pyrimidin-2-yl)piperazin-1-yl)-3-oxopropoxy)propane-2-yl)amino)-4-(trifluoromethyl)pyridazin-3(2H)-one